IC1=CC2=C(C(N(CCS2(=O)=O)C)=O)S1 7-iodo-4-methyl-1,1-dioxo-2,3-dihydrothieno[2,3-f][1,4]thiazepin-5-one